4-(4-fluoro-1-imidazo[1,2-a]pyrimidin-5-yl-piperidine-4-carbonyl)-3,5-dihydro-2H-pyrido[3,4-f][1,4]oxazepine-9-carbonitrile FC1(CCN(CC1)C1=CC=NC=2N1C=CN2)C(=O)N2CCOC1=C(C2)C=NC=C1C#N